[OH-].C(CCCCCCCCCCCCCCCCC)[NH3+] octadecylammonium hydroxide